ClC=1C2=C(N=C(N1)C)C=NC(=C2)N2CCCCC2 4-chloro-2-methyl-6-(piperidine-1-yl)pyrido[3,4-d]pyrimidine